O=C1NC(CCC1NC1=CC=C(C=C1)N1CCC(CC1)CCC1=CC2=C(NC=3N(CC2)N=C(C3C(=O)N)C3=CC=C(C=C3)OC3=CC=CC=C3)C=C1)=O 7-(2-(1-(4-((2,6-dioxopiperidin-3-yl)amino)phenyl)piperidin-4-yl)ethyl)-2-(4-phenoxyphenyl)-9,10-dihydro-4H-benzo[d]pyrazolo[1,5-a][1,3]diazepine-3-carboxamide